N-(4-((2-(1,1-difluoroethyl)-6-methylpyrimidin-4-yl)amino)-5-(2-ethoxyethoxy)pyridin-2-yl)acetamide FC(C)(F)C1=NC(=CC(=N1)NC1=CC(=NC=C1OCCOCC)NC(C)=O)C